OCCN(C1=CC=C(C=C1)/C=C/C(=O)C1=CC=C(C=C1)NC(=O)C=1OC(=CC1)C1=CC=CC=C1)C N-[4-[(E)-3-[4-[2-Hydroxyethyl(methyl)amino]phenyl]prop-2-enoyl]phenyl]-5-phenylfuran-2-carboxamide